C(C1=CC=CC=C1)N1C(N(C=C1)C)C 1-benzyl-2,3-dimethyl-imidazole